[C@@H]12COC[C@@H](CC1)C2NC=2N=NC(=C1C2C=NC=C1)C1=C(C=C(C#N)C=C1)OC 4-(4-(((1R,5S,8s)-3-oxabicyclo[3.2.1]octan-8-yl)amino)pyrido[3,4-d]pyridazin-1-yl)-3-methoxybenzonitrile